2-(5-{cyclopropyl[(1S,2S,3R,5R)-2-fluoro-8-azabicyclo[3.2.1]octan-3-yl]amino}pyrazin-2-yl)-4-fluoro-5-(6-methoxypyridazin-4-yl)phenol C1(CC1)N(C=1N=CC(=NC1)C1=C(C=C(C(=C1)F)C1=CN=NC(=C1)OC)O)[C@H]1[C@H]([C@@H]2CC[C@H](C1)N2)F